9-(4-((1-(3-fluoropropyl)azetidin-3-yl)methyl)phenyl)-8-phenyl-6,7-dihydro-5H-benzo[7]annulene-3-carboxylic acid hydrochloride Cl.FCCCN1CC(C1)CC1=CC=C(C=C1)C1=C(CCCC2=C1C=CC(=C2)C(=O)O)C2=CC=CC=C2